BrC=1C=C(C=NC1)CC(=O)N 2-(5-bromopyridin-3-yl)acetamide